7-ethyl-N-isopropyl-5-(4-(trifluoromethyl)phenyl)-2-naphthacenecarboxamide C(C)C1=C2C=C3C(=C4C=CC(=CC4=CC3=CC2=CC=C1)C(=O)NC(C)C)C1=CC=C(C=C1)C(F)(F)F